4-({4-[5-(cyanomethyl)-1,2,4-oxadiazol-3-yl]-3-methoxypyridin-2-yl}amino)-6-cyclopropaneamido-N-(2H3)methylpyridazine-3-carboxamide C(#N)CC1=NC(=NO1)C1=C(C(=NC=C1)NC1=C(N=NC(=C1)NC(=O)C1CC1)C(=O)NC([2H])([2H])[2H])OC